C(C)(C)(C)C=1C=C(C=C(C1O)C(C)(C)C)CCC(=O)OCC(COC(CCC1=CC(=C(C(=C1)C(C)(C)C)O)C(C)(C)C)=O)(COC(CCC1=CC(=C(C(=C1)C(C)(C)C)O)C(C)(C)C)=O)COC(CCC1=CC(=C(C(=C1)C(C)(C)C)O)C(C)(C)C)=O Pentaerythritol tetrakis(3-(3,5-di-tert-butyl-4-hydroxyphenyl)-propionate)